FCCN1C(=NC=2C1=NC(=CC2)C=2C=CN1N=C(N=CC12)N[C@@H]1C[C@H](C1)N1CCOCC1)C 5-(3-(2-fluoroethyl)-2-methyl-3H-imidazo[4,5-b]pyridin-5-yl)-N-(trans-3-morpholinocyclobutyl)pyrrolo[2,1-f][1,2,4]triazin-2-amine